NC1(CC(=CC=C1O)C1=CC=C(C=C1)O)N 3,3-diamino-4,4'-dihydroxybiphenyl